BrC=1C=C2C=CN(C2=CC1[N+](=O)[O-])C1=CC=CC=C1 5-Bromo-6-nitro-1-phenyl-1H-indole